3-(4-(aminomethyl)phenyl)-6-((1-(2-chloro-4-(pyridin-4-yl)benzyl)-4-hydroxypiperidin-4-yl)methyl)-2-methyl-2,6-dihydro-7H-pyrazolo[4,3-d]pyrimidin-7-one dihydrochloride Cl.Cl.NCC1=CC=C(C=C1)C=1N(N=C2C1N=CN(C2=O)CC2(CCN(CC2)CC2=C(C=C(C=C2)C2=CC=NC=C2)Cl)O)C